C(C1=CC=CC=C1)OC(=O)C=1N2C(CC2OCC1)=O 8-oxo-5-oxa-1-azabicyclo[4.2.0]octa-2-ene-2-carboxylic acid benzyl ester